N-(5-((6-((R)-3-(3,4-dichloro-2-fluorophenyl)isoxazolidine-2-yl)pyrimidine-4-yl)amino)-2-(4-(dimethylamino)piperidine-1-yl)-4-methoxyphenyl)acrylamide ClC=1C(=C(C=CC1Cl)[C@@H]1N(OCC1)C1=CC(=NC=N1)NC=1C(=CC(=C(C1)NC(C=C)=O)N1CCC(CC1)N(C)C)OC)F